CO[C@@H](CO)C1=NC(=CC(=N1)N1N=C(C=C1C)C1=CNC2=NC=CC=C21)N2CCOCC2 (R)-2-methoxy-2-(4-(5-methyl-3-(1H-pyrrolo[2,3-b]pyridin-3-yl)-1H-pyrazol-1-yl)-6-morpholinopyrimidin-2-yl)ethan-1-ol